α-glycine C(C(=O)[O-])[NH3+]